5-(but-3-en-2-yl)-2,3-dihydrobenzofuran-4-ol CC(C=C)C1=CC=C2C(CCO2)=C1O